O(CC1=C(C=CC=C1)Cl)CC1=C(C=CC=C1)Cl 3'-(oxybis(methylene))bis(chlorobenzene)